ClCCC[Si](C)(C)OC 3-chloropropyl-(methoxydimethylsilane)